NC1=NC=CC2=CC=C(C=C12)C=1C=C2C(=NN(C2=CC1)[C@@H]1CN(CC1)C(=O)OC(C)C)COC1=C(C=CC=C1)CC(=O)OCC (S)-isopropyl 3-(5-(1-aminoisoquinolin-7-yl)-3-((2-(2-ethoxy-2-oxoethyl)phenoxy)methyl)-1H-indazol-1-yl)pyrrolidine-1-carboxylate